C(CCCCCCCC)C(COCCOCCOCCOCCOCCOCCOCCOCCO)O n-nonyl-nonaethylene glycol